(R)-N'-(((S)-3-(methoxymethyl)-1,2,3,5,6,7-hexahydro-s-indacen-4-yl)carbamoyl)-2,2-dimethyl-2,3-dihydropyrazolo[5,1-b]oxazole-7-sulfonimidamide COC[C@H]1CCC2=CC=3CCCC3C(=C12)NC(=O)N=[S@](=O)(N)C=1C=NN2C1OC(C2)(C)C